ClC=1C=C(OCC[C@@H](C(=O)NCC(=O)O)C)C=CC1C=1N(C2=NC=NC(=C2N1)OC1(CC1)C)CC1=CC(=CC=C1)Cl (S)-(4-(3-chloro-4-(9-(3-chlorobenzyl)-6-(1-methylcyclopropoxy)-9H-purin-8-yl)phenoxy)-2-methylbutanoyl)glycine